COCOC1=C(C=CC(=C1)C=1C=NN(C1)C1OCCCC1)C1=CC=C(N=N1)N1CC(CC1)NC1(CC1)C(F)(F)F 1-{6-[2-(methoxymethoxy)-4-[1-(oxan-2-yl)pyrazol-4-yl]phenyl]pyridazin-3-yl}-N-[1-(trifluoromethyl)cyclopropyl]pyrrolidin-3-amine